2-acryloxy-n-pentylthio-5-n-hexylthio-1,3,4-thiadiazole C(C=C)(=O)OC(CSC=1SC(=NN1)SCCCCCC)CCC